CN(CC(=O)NC1=C2C(N(C(C2=CC=C1)=O)[C@@H](CS(=O)(=O)C)C1=NC(=C(C=C1)OC)OCC)=O)C (R)-2-(dimethylamino)-N-(2-(1-(6-ethoxy-5-methoxypyridin-2-yl)-2-(methylsulfonyl)ethyl)-1,3-dioxoisoindolin-4-yl)acetamide